(S)-N-(5-(2-((2-hydroxyethyl)thio)benzamido)-1-(5-(naphthalen-2-yl)-1H-imidazol-2-yl)pentyl)thiazole-5-carboxamide OCCSC1=C(C(=O)NCCCC[C@@H](C=2NC(=CN2)C2=CC3=CC=CC=C3C=C2)NC(=O)C2=CN=CS2)C=CC=C1